C(C)N1NC=CC=C1 2-ethylpyridazine